NC1=C(C(=NC=C1)NC(C)=O)C(=O)OC(C)(C)C 4-amino-Boc-2-acetamidopyridine